BrC1=NN2C(N=CC3=C2C2(CC2)CC3)=C1 2-bromo-6,7-dihydrospiro[cyclopenta[e]pyrazolo[1,5-a]pyrimidine-8,1'-cyclopropane]